ClC1=NC=C(C=C1NS(=O)(=O)C1=C(C=C(C=C1)F)F)B1OC(C(O1)(C)C)(C)C N-(2-chloro-5-(4,4,5,5-tetramethyl-1,3,2-dioxaborolan-2-yl)pyridin-3-yl)-2,4-difluorobenzenesulfonamide